(S)-5-benzyl-N-(7-(3-hydroxy-3-(methyl-d3)but-1-yn-1-yl-4,4,4-d3)-5-methyl-4-oxo-2,3,4,5-tetrahydrobenzo[b][1,4]oxazepin-3-yl)-1H-1,2,4-triazole-3-carboxamide C(C1=CC=CC=C1)C1=NC(=NN1)C(=O)N[C@@H]1C(N(C2=C(OC1)C=CC(=C2)C#CC(C([2H])([2H])[2H])(C([2H])([2H])[2H])O)C)=O